C1(=CC=CC=C1)C(CC)=O 1-phenyl-propan-1-one